ClC=1C=C(C=NC1C1=NC=CC=N1)NC(=O)[C@@H]1C[C@@](C2=C1C=NC=1N2N=C(C1)F)(C)C1=NN(C=C1)C(F)F (6R,8R)-N-(5-chloro-6-(pyrimidin-2-yl)pyridin-3-yl)-8-(1-(difluoromethyl)-1H-pyrazol-3-yl)-2-fluoro-8-methyl-7,8-dihydro-6H-cyclopenta[e]pyrazolo[1,5-a]pyrimidine-6-carboxamide